(1R,3S,4R)-N-((R)-1-cyano-2-((R)-2-oxopyrrolidin-3-yl)ethyl)-2-((S)-3-cyclopropyl-2-((5-methylpyridin-3-yl)amino)propanoyl)-5,5-difluoro-2-azabicyclo[2.2.2]octane-3-carboxamide C(#N)[C@@H](C[C@@H]1C(NCC1)=O)NC(=O)[C@H]1N([C@H]2CC([C@@H]1CC2)(F)F)C([C@H](CC2CC2)NC=2C=NC=C(C2)C)=O